1-allyl-2-(phenylcarboxyl)benzene C(C=C)C1=C(C=CC=C1)C(=O)OC1=CC=CC=C1